(R)-N-(1-cyclobutyl-7-fluoro-5-(trifluoromethyl)-1H-benzo[d]imidazol-2-yl)-4,4,4-trifluoro-3-hydroxy-3-methylbutanamide C1(CCC1)N1C(=NC2=C1C(=CC(=C2)C(F)(F)F)F)NC(C[C@@](C(F)(F)F)(C)O)=O